FC1=C(CO[C@@H]2CC[C@H](CC2)C(=O)NCC2=C(C(=C(C=C2)C(F)(F)F)C=2NC(C(=C(N2)C)F)=O)F)C=CC(=C1)F trans-4-[(2,4-difluorobenzyl)oxy]-N-[2-fluoro-3-(5-fluoro-4-methyl-6-oxo-1,6-dihydropyrimidin-2-yl)-4-(trifluoromethyl)benzyl]cyclohexane-1-carboxamide